2-(1-((4-carboxyphenyl)amino)-1-oxo-3-(2-(trifluoromethyl)cyclopropyl)propan-2-yl)-5-(3-chloro-6-(difluoromethyl)-2-fluorophenyl)pyridine 1-oxide C(=O)(O)C1=CC=C(C=C1)NC(C(CC1C(C1)C(F)(F)F)C1=[N+](C=C(C=C1)C1=C(C(=CC=C1C(F)F)Cl)F)[O-])=O